S1C(=NC2=C1C=CC=C2)NC2=C(C=C(N=N2)N(C=2SC(=C(N2)C(=O)O)CCCOC2=C(C=C(C=C2)C#CCNC)F)CCCN(C)C)C 2-[[6-(1,3-benzothiazol-2-ylamino)-5-methyl-pyridazin-3-yl]-[3-(dimethylamino)propyl]amino]-5-[3-[2-fluoro-4-[3-(methylamino)prop-1-ynyl]phenoxy]propyl]thiazole-4-carboxylic acid